ClCCCCCCCCC=CC=CCCCC 1-chloro-9,11-hexadecadiene